O[C@@H]1COC2=CC=CC=C2[C@H]1NC(=O)C=1C=C2[C@@H](CC(OC2=CC1)(C)C)N1C(N[C@](CC1=O)(C)C(C)C)=N (R)-N-((3S,4R)-3-hydroxychroman-4-yl)-4-((S)-2-imino-4-isopropyl-4-methyl-6-oxotetrahydropyrimidin-1(2H)-yl)-2,2-dimethylchromane-6-carboxamide